(S)-2-(1-Acryloylpiperidin-2-yl)-1-amino-4-(4-((4-cyanopyridin-2-yl)carbamoyl)phenyl)-1H-imidazol-5-carboxamid C(C=C)(=O)N1[C@@H](CCCC1)C=1N(C(=C(N1)C1=CC=C(C=C1)C(NC1=NC=CC(=C1)C#N)=O)C(=O)N)N